N-{2-[2-benzyloxy-5-(7-methyl-9H-carbazol-3-ylmethoxy)benzylamino]ethyl}acetamide C(C1=CC=CC=C1)OC1=C(CNCCNC(C)=O)C=C(C=C1)OCC=1C=CC=2NC3=CC(=CC=C3C2C1)C